1-isopentyl-4-(pyrazolo[1,5-a]pyrimidin-5-yl)pyridin-2(1H)-one C(CC(C)C)N1C(C=C(C=C1)C1=NC=2N(C=C1)N=CC2)=O